C(C)(C)N1C=CC2=NC(=CC=C21)C=2SC=C(N2)C2=C(C=CC=C2)C 2-(1-isopropylpyrrolo[3,2-b]pyridin-5-yl)-4-(o-tolyl)thiazole